C(C)(C)(C)OC(CN1CCC(CC1)C(=O)C=1C=C2C(N(C(C2=C(C1)F)(OC)C1=CC=C(C=C1)Cl)CC1=CC=C(C=C1)Cl)=O)=O tert-butyl-2-{4-[1-(4-chlorophenyl)-2-[(4-chlorophenyl)methyl]-7-fluoro-1-methoxy-3-oxo-2,3-dihydro-1H-isoindole-5-carbonyl]piperidin-1-yl}acetate